2-bromo-1-(3-fluorophenyl)ethane BrCCC1=CC(=CC=C1)F